O=C1NC(CCC1N1C(C2=CC=C(C=C2C1)C1CCN(CC1)C(=O)C=1NC2=CC(=CC=C2C1C)NC(C)=O)=O)=O N-(2-(4-(2-(2,6-dioxopiperidin-3-yl)-1-oxoisoindolin-5-yl)piperidine-1-carbonyl)-3-methyl-1H-indol-6-yl)acetamide